2-({2'-ethoxy-5-[(2R)-4-[6-ethoxy-2-(trifluoromethyl)pyridine-3-carbonyl]-2-ethylpiperazin-1-yl]-[2,3'-bipyridin]-6-yl}oxy)ethan-1-amine C(C)OC1=NC=CC=C1C1=NC(=C(C=C1)N1[C@@H](CN(CC1)C(=O)C=1C(=NC(=CC1)OCC)C(F)(F)F)CC)OCCN